(S)-8-(cyclohex-1-en-1-yl)-N-(1-(pyridin-2-yl)ethyl)quinoline-3-carboxamide C1(=CCCCC1)C=1C=CC=C2C=C(C=NC12)C(=O)N[C@@H](C)C1=NC=CC=C1